tert-butyl methyl(2-(4-(3-(trifluoromethyl)diaziridin-3-yl)phenoxy)ethyl)carbamate CN(C(OC(C)(C)C)=O)CCOC1=CC=C(C=C1)C1(NN1)C(F)(F)F